CCCCCCCCCCCCCCCCCC1=NCCN1 2-HEPTADECYLIMIDAZOLINE